NC1CCC(CC1)N1CCN(CC1)C1=C(C=CC=C1)C(=O)C1=C(C=CC=C1)N1CCN(CC1)C1CCC(CC1)N (4-((1R,4R)-4-aminocyclohexyl)piperazin-1-yl)(phenyl) ketone